1-[1-(1-{2-[4-(2,3-Dimethylphenyl)piperazin-1-yl]-2-oxoethyl}-1,4,5,6-tetrahydrocyclopenta[c]pyrazol-3-carbonyl)piperidin-4-yl]imidazolidin-2-on CC1=C(C=CC=C1C)N1CCN(CC1)C(CN1N=C(C2=C1CCC2)C(=O)N2CCC(CC2)N2C(NCC2)=O)=O